(3-(6-((2,6-dioxopiperidin-3-yl)carbamoyl)pyridin-2-yl)propyl)picolinamide O=C1NC(CCC1NC(=O)C1=CC=CC(=N1)CCCC=1C(=NC=CC1)C(=O)N)=O